tert-Butyl 4-(3-(2-amino-4-(2-fluoro-4-(2-(4-fluorophenyl)-3-oxo-2,3-dihydropyridazine-4-carboxamido)phenoxy)pyridin-3-yl)prop-2-ynyl)piperazine-1-carboxylate NC1=NC=CC(=C1C#CCN1CCN(CC1)C(=O)OC(C)(C)C)OC1=C(C=C(C=C1)NC(=O)C=1C(N(N=CC1)C1=CC=C(C=C1)F)=O)F